5-Chloro-N-(3-((dimethylamino)methyl)-4-(tetrahydro-2H-pyran-4-yl)phenyl)-8-(4-methylpyridin-3-yl)quinazolin-2-amine ClC1=C2C=NC(=NC2=C(C=C1)C=1C=NC=CC1C)NC1=CC(=C(C=C1)C1CCOCC1)CN(C)C